8-(4-tert-butylphenyl)-6-oxo-4-phenyl-2H,3H,4H,6H-pyrimido[2,1-b][1,3]thiazine-7-carbonitrile C(C)(C)(C)C1=CC=C(C=C1)C=1N=C2SCCC(N2C(C1C#N)=O)C1=CC=CC=C1